2,5-diphenylamino-1,4-benzoquinone C1(=CC=CC=C1)NC=1C(C=C(C(C1)=O)NC1=CC=CC=C1)=O